C(C=C)(=O)OCCCCCCCCCC[Si](OC)(C)C acryloyloxydecyl-dimethyl-monomethoxysilane